ClC=1C2=CN(N=C2C=CC1C1=CNC2=NC(=C(N=C21)C)N2C1CC(CC2CC1)N)C exo-8-[7-(4-chloro-2-methyl-2H-indazol-5-yl)-2-methyl-5H-pyrrolo[2,3-b]pyrazin-3-yl]-8-azabicyclo[3.2.1]octan-3-amine